ClC1=NC2=C(N=C3C4=C(C=5N(C3=C2C)N=C(C5)C5=CC=CC=C5)C=CC=C4)N=C1 11-chloro-13-methyl-2-phenylbenzo[c]pyrazino[2,3-g]pyrazolo[1,5-a][1,5]naphthyridine